NC1=NN(C2=CC=CC=C12)C(=O)C1=CC=C(C=C1)CN1CCCCC1 (3-amino-1H-indazol-1-yl)(4-(piperidin-1-ylmethyl)phenyl)methanone